C1(=CC=CC=C1)S(=O)(=O)N1CCC(CC1)CCCCNC(=O)C1=CC=2C=NC=CC2N1 N-{4-[1-(benzenesulfonyl)piperidin-4-yl]butyl}-1H-pyrrolo[3,2-c]pyridine-2-carboxamide